3-(2-chloro-3-fluoro-6-nitrophenoxy)propionic acid ClC1=C(OCCC(=O)O)C(=CC=C1F)[N+](=O)[O-]